7-((1r,2r,3r,5s)-5-acetoxy-2-hydroxymethyl-3-((tetrahydro-2H-pyran-2-yl)oxy)cyclopentyl)-2,2-difluoroheptanoic acid methyl ester COC(C(CCCCC[C@@H]1[C@@H]([C@@H](C[C@@H]1OC(C)=O)OC1OCCCC1)CO)(F)F)=O